tert-Butyl-(2S)-2-[4-chloro-2-(5-cyclopropyl-4-butoxy-4,5-dihydroisoxazol-3-yl)phenoxy]propanoat C(C)(C)(C)OC([C@H](C)OC1=C(C=C(C=C1)Cl)C1=NOC(C1OCCCC)C1CC1)=O